C1(=CC(=CC=C1)C1=NC(=NC(=C1)C1=CC=C(C=C1)Br)C=1C=NC=CC1)C1=CC=CC=C1 4-([1,1'-biphenyl]-3-yl)-6-(4-bromophenyl)-2-(pyridin-3-yl)pyrimidine